6-(4-butoxyphenyl)-2-sulfanyl-4-(trifluoromethyl)pyridine-3-carbonitrile C(CCC)OC1=CC=C(C=C1)C1=CC(=C(C(=N1)S)C#N)C(F)(F)F